(R)-3-(2-amino-4-chloro-7-((4-methoxy-3,5-dimethylpyridin-2-yl)methyl)-6,7-dihydro-5H-pyrrolo[2,3-d]pyrimidin-5-yl)propanal NC=1N=C(C2=C(N1)N(C[C@@H]2CCC=O)CC2=NC=C(C(=C2C)OC)C)Cl